ClC1=C(C=C(C=C1NC1=NC=2N(C(=N1)NC1CC1)N=CC2C#N)C#N)N2[C@H](CN(CC2)C2CN(C2)C(=O)OC)C Methyl 3-[(3S)-4-(2-chloro-5-cyano-3-{[8-cyano-4-(cyclopropylamino)pyrazolo[1,5-a][1,3,5]triazin-2-yl]amino}phenyl)-3-methylpiperazin-1-yl]azetidine-1-carboxylate